C(C1=CC=CC=C1)OCC1CC(C1)C=1C=NC(=NC1)NC1=C(C=C(C=C1)S(=O)(=O)NC(OC(C)(C)C)=O)F tert-butyl N-[4-[[5-[3-(benzyloxymethyl)cyclobutyl]pyrimidin-2-yl]amino]-3-fluoro-phenyl]sulfonylcarbamate